C(C)OC1=C(C(=CC(=C1OCC)[N+](=O)[O-])[N+](=O)[O-])O 2,3-diethoxy-4,6-dinitrophenol